4-carbamoylbenzyl (R)-(4-((2-(pyridin-3-yl)pyrrolidin-1-yl)methyl)phenyl)carbamate N1=CC(=CC=C1)[C@@H]1N(CCC1)CC1=CC=C(C=C1)NC(OCC1=CC=C(C=C1)C(N)=O)=O